FC1=C(C=CC(=C1)N1[C@H]([C@@](CC1)(C(F)(F)F)C1=CC(=C(C(=C1)Cl)Cl)Cl)O)CNC(=O)C1CC1 N-[[2-fluoro-4-[(2s,3s)-2-hydroxy-3-(3,4,5-trichlorophenyl)-3-(trifluoromethyl)pyrrolidin-1-yl]phenyl]methyl]cyclopropanecarboxamide